(4-(3-amino-6-(2-hydroxyphenyl)pyridazin-4-yl)-2-methylpiperazin-1-yl)(pyridin-3-yl)methanone NC=1N=NC(=CC1N1CC(N(CC1)C(=O)C=1C=NC=CC1)C)C1=C(C=CC=C1)O